O=C1NC(CCC1N1C(C2=CC=C(C=C2C1)N1CCC2(CC(C2)NS(=O)(=O)C2=CC(=C(C=C2)NC2=NN3C(C(=C(C=C3)C=3C=NNC3)OCC)=N2)C)CC1)=O)=O N-(7-(2-(2,6-Dioxopiperidin-3-yl)-1-oxoisoindolin-5-yl)-7-azaspiro[3.5]nonan-2-yl)-4-((8-ethoxy-7-(1H-pyrazol-4-yl)-[1,2,4]triazolo[1,5-a]pyridin-2-yl)amino)-3-methylbenzenesulfonamide